C(#N)CC=1N(C=2N(C(N=C(C2N1)N1C[C@H](N(C[C@@H]1C)C(=O)OC(C)(C)C)C)=O)C([2H])([2H])[2H])C([2H])([2H])[2H] tert-butyl (2R,5S)-4-(8-(cyanomethyl)-3,9-bis(methyl-d3)-2-oxo-3,9-dihydro-2H-purin-6-yl)-2,5-dimethylpiperazine-1-carboxylate